(S)-2-amino-3-oxo-3-((1-(m-tolyl)-1H-indazol-6-yl)amino)propyl octanoate hydrochloride Cl.C(CCCCCCC)(=O)OC[C@@H](C(NC1=CC=C2C=NN(C2=C1)C=1C=C(C=CC1)C)=O)N